FC(C=1C(=NC(=NC1)NC1=C(C=C(C=C1)N1CCN(CC1)C)CC)NCCCN1CCN(CCC1=O)C)F 4-(3-((5-(Difluoromethyl)-2-((2-ethyl-4-(4-methylpiperazin-1-yl)phenyl)amino)pyrimidin-4-yl)amino)propyl)-1-methyl-1,4-diazepan-5-on